5-cyclopropyl-3-(4-nitrophenyl)-1,2,4-oxadiazole C1(CC1)C1=NC(=NO1)C1=CC=C(C=C1)[N+](=O)[O-]